C[C@H]1[C@H]2[C@H](C[C@@H]3[C@@]2(CC[C@H]4[C@H]3CC[C@H]5[C@@]4(CC[C@@H](C5)O[C@H]6[C@@H]([C@H]([C@@H]([C@H](O6)CO)O)O)O[C@H]7[C@@H]([C@H]([C@@H]([C@H](O7)CO)O)O)O[C@H]8[C@@H]([C@@H]([C@H]([C@@H](O8)C)O)O)O)C)C)O[C@H]([C@@H]1O)C=C(C)C The molecule is a sterol 3-beta-D-glucoside that is 16,23-epoxycholest-24-ene-3,22-diol substituted by a 6-deoxy-alpha-L-mannopyranosyl-(1->2)-beta-D-glucopyranosyl-(1->2)-beta-D-glucopyranosyl moiety at position 3 via a glycosidic linkage (the 3beta,5beta,16beta,22R,23S stereoisomer). Isolated from bulbs of Ornithogalum saundersiae, it exhibits inhibitory activity on proliferation of human peripheral blood lymphocytes. It has a role as a metabolite and an antineoplastic agent. It is a cholestanoid, a cyclic ether, a sterol 3-beta-D-glucoside, a trisaccharide derivative and a 22-hydroxy steroid.